(S)-2-amino-2-cyclobutyl-acetic acid N[C@H](C(=O)O)C1CCC1